C(C)(C)(C)OC(=O)N1C=C(C=2C1=NC=C(C2)C=O)I 5-formyl-3-iodo-1H-pyrrolo[2,3-b]pyridine-1-carboxylic acid tert-butyl ester